BrC=1C=C(C=CC1F)C(C(F)F)O 1-(3-bromo-4-fluorophenyl)-2,2-difluoroethan-1-ol